2-[4-(2-hydroxypropan-2-yl)phenyl]-4-[2-(2,2,2-trifluoroethoxy)phenyl]-2,3-dihydro-1H-pyrrolo[3,4-c]pyridin-1-one OC(C)(C)C1=CC=C(C=C1)N1CC=2C(=NC=CC2C1=O)C1=C(C=CC=C1)OCC(F)(F)F